2-[3-(2-chloro-5-methoxy-4-pyridinyl)-4-methoxycarbonyl-phenyl]acetic acid ClC1=NC=C(C(=C1)C=1C=C(C=CC1C(=O)OC)CC(=O)O)OC